{[(2S)-2-{[(4-bromophenyl)carbamoyl]amino}-4-methylpentanoyl]amino}acetic acid BrC1=CC=C(C=C1)NC(=O)N[C@H](C(=O)NCC(=O)O)CC(C)C